3-chloro-N-(2,6-dichlorophenyl)indole ClC1=CN(C2=CC=CC=C12)C1=C(C=CC=C1Cl)Cl